C(C)OC(=O)C1C2CCCCC12 bicyclo[4.1.0]heptane-7-carboxylic acid ethyl ester